[N+](=O)([O-])C(C(=O)OC)CCCCCCC(=O)OC dimethyl 2-nitro-azelate